7-pentadecyl 6-((3-hydroxycyclohexyl)amino)hexanoate OC1CC(CCC1)NCCCCCC(=O)OC(CCCCCC)CCCCCCCC